BrC=1C=C2C(=NC1C)N=CN2C 6-Bromo-1,5-dimethyl-1H-imidazo[4,5-b]pyridine